(4S)-4-(3,5-difluorophenyl)-2-(methoxy(methyl)carbamoyl)pyrrolidine-1-carboxylic acid tert-butyl ester C(C)(C)(C)OC(=O)N1C(C[C@H](C1)C1=CC(=CC(=C1)F)F)C(N(C)OC)=O